CN1C(N(C=2N=CN(C2C1=O)CCCOC1=C(C(=O)O)C=CC=C1)C)=O (3-(1,3-dimethyl-2,6-dioxo-1,2,3,6-tetrahydro-7H-purin-7-yl)propoxy)benzoic acid